CC1(OB(OC1(C)C)C1=CC(=NC=C1)NC(=O)C1CC1)C N-(4-(4,4,5,5-tetramethyl-1,3,2-dioxaborolan-2-yl)pyridin-2-yl)cyclopropanecarboxamide